C1(CC1)C(C)NC(=O)C1=CC2=C(C=N1)CN(C2)C2=NOC(C2)(C(F)(F)F)C2=CC(=C(C(=C2)Cl)F)Cl N-(1-cyclopropylethyl)-2-(5-(3,5-dichloro-4-fluorophenyl)-5-(trifluoromethyl)-4,5-dihydroisoxazol-3-yl)-2,3-dihydro-1H-pyrrolo[3,4-c]pyridine-6-carboxamide